CN1N=CC(=C1)C(=O)N[C@@H]1COC2=C1C=CC(=C2)C2=NC(=NO2)C (S)-1-methyl-N-(6-(3-methyl-1,2,4-oxadiazol-5-yl)-2,3-dihydrobenzofuran-3-yl)-1H-pyrazole-4-carboxamide